BrC1=C(C=C2CN(C(C2=C1)=O)N1C(CCCC1=O)=O)O (6-bromo-5-hydroxy-1-oxoisoindol-2-yl)piperidine-2,6-dione